sodium 4,5-dicyano-2-(trifluoromethyl)imidazole sodium [Na].C(#N)C=1N=C(NC1C#N)C(F)(F)F.[Na]